C12CNCC(CC1)N2C=2N(C(C1=C(N2)NC=C1C1=C(C2=CNN=C2C=C1)Cl)=O)C 5-(2-(3,8-diaza-bicyclo[3.2.1]octan-8-yl)-3-methyl-4-oxo-4,7-dihydro-3H-pyrrolo[2,3-d]pyrimidin-5-yl)-4-chloro-2H-indazol